2-(6-(azetidin-3-yl)pyridazin-3-yl)-5-(7-methoxy-2-methyl-2H-pyrazolo[4,3-b]pyridin-5-yl)phenol N1CC(C1)C1=CC=C(N=N1)C1=C(C=C(C=C1)C=1C=C(C=2C(N1)=CN(N2)C)OC)O